Bis[4,6-bis(3-methylphenyl)pyrimidinyl](dipivaloylmethane) iridium (III) [Ir+3].CC=1C=C(C=CC1)C1=NC(=NC(=C1)C1=CC(=CC=C1)C)C(C(C(C)(C)C)=O)(C(C(C)(C)C)=O)C1=NC(=CC(=N1)C1=CC(=CC=C1)C)C1=CC(=CC=C1)C